COCCOC1=CC(=NC=C1)C#N 4-(2-methoxyethoxy)pyridinecarbonitrile